C(C(C)C)C=1N=CC2=C(N1)NC=C2C=2C=CC=1N(C2)N=CN1 6-(2-isobutyl-7H-pyrrolo[2,3-d]pyrimidin-5-yl)-[1,2,4]triazolo[1,5-a]pyridine